C(C1=CC=CC=C1)N1CCN([C@@H](CC1)C)C(=O)C1=C(C=CC(=C1)C)N1N=CC=N1 (R)-(4-benzyl-7-methyl-1,4-diazepan-1-yl)(5-methyl-2-(2H-1,2,3-triazol-2-yl)phenyl)methanone